OCC1(CCC1)NC(=O)C1=C(OC2=C1C=C(C=C2)OCC=2C(=NC=CC2)O)C N-(1-(hydroxymethyl)cyclobutyl)-5-((2-hydroxypyridin-3-yl)methoxy)-2-methylbenzofuran-3-carboxamide